C1(CC1)C(C(C(C(=O)[O-])(C1CC1)C1CC1)(O)C(=O)[O-])C(=O)[O-] Tricyclopropylcitrat